N-(1-methyl-3-(pyridin-2-yl)-1H-pyrazol-4-yl)-6-phenylpyridinamide CN1N=C(C(=C1)NC(=O)C1=NC(=CC=C1)C1=CC=CC=C1)C1=NC=CC=C1